zinc magnesium zinc pyrophosphate [O-]P([O-])(=O)OP(=O)([O-])[O-].[Zn+2].[Mg+2].[Zn+2]